4-bromo-2-phenoxyethyl bromide BrC1=CC=C(OCCBr)C=C1